N1=C(N=CC2=C1NC=C2)CNC=2C1=C(N=C(N2)OC[C@]23CCCN3C[C@@H](C2)F)C(=C(N=C1)C1=CC(=CC2=CC=C(C(=C12)CC)F)O)F 4-(4-(((7H-pyrrolo[2,3-d]pyrimidin-2-yl)methyl)amino)-8-fluoro-2-(((2R,7aS)-2-fluorohexahydro-1H-pyrrolizin-7a-yl)methoxy)pyrido[4,3-d]pyrimidin-7-yl)-5-ethyl-6-fluoronaphthalen-2-ol